Boc-Citrulline C(=O)(OC(C)(C)C)N[C@@H](CCCNC(=O)N)C(=O)O